OCCCCCCCCCCC=1C(C(=C(C(C1C)=O)OC)OC)=O 2-(10-hydroxydecyl)-5,6-dimethoxy-3-methylcyclohexa-2,5-diene-1,4-dione